2-amino-2-(1-hexyl-1H-1,2,3-triazol-4-yl)propane-1,3-diol NC(CO)(CO)C=1N=NN(C1)CCCCCC